(R,E)-1-(3-(((6-amino-5-(4-phenoxyphenyl)pyrimidin-4-yl)amino)methyl)pyrrolidin-1-yl)-4-(dimethylamino)but-2-en-1-one NC1=C(C(=NC=N1)NC[C@@H]1CN(CC1)C(\C=C\CN(C)C)=O)C1=CC=C(C=C1)OC1=CC=CC=C1